C1(=CC=CC=C1)CC[Mg]Br 2-phenylethylmagnesium bromide